4-fluoro-2-methoxy-5-nitro-N-(quinoxalin-5-ylmethyl)aniline FC1=CC(=C(NCC2=C3N=CC=NC3=CC=C2)C=C1[N+](=O)[O-])OC